tert-Butyl (2R,4S)-2-((2-(methoxycarbonyl)-5-methyl-3-(((S)-1-oxopropan-2-yl)oxy)phenoxy)methyl)-4-((2-oxo-1,2,3,4-tetrahydroquinolin-7-yl)oxy)pyrrolidin-1-carboxylate COC(=O)C1=C(OC[C@@H]2N(C[C@H](C2)OC2=CC=C3CCC(NC3=C2)=O)C(=O)OC(C)(C)C)C=C(C=C1O[C@H](C=O)C)C